FC=1C=C(C=CC1F)C(CCCCCC)=O 1-(3,4-difluorophenyl)heptan-1-one